(R*)-1-(11H-benzo[2,3][1,4]dioxepino[6,5-c]pyridin-11-yl)-N-methylmethanamine C1=NC=CC2=C1[C@@H](OC1=C(O2)C=CC=C1)CNC |o1:6|